1-methyl-pyrazolo[4,3-b]pyridin CN1N=CC2=NC=CC=C21